ethyl 2-[4-[(5-Cyclopentyl-1H-pyrazol-3-yl)amino]pyrimidin-2-yl]-2-azabicyclo[2.1.1]hexane-4-carboxylate C1(CCCC1)C1=CC(=NN1)NC1=NC(=NC=C1)N1C2CC(C1)(C2)C(=O)OCC